benzyl (S)-4-(2,2,2-trifluoro-1-((4-(4-morpholino-7-((2-(trimethylsilyl)ethoxy)methyl)-7H-pyrrolo[2,3-d]pyrimidin-6-yl)phenyl)amino)ethyl)piperidine-1-carboxylate FC([C@@H](NC1=CC=C(C=C1)C1=CC2=C(N=CN=C2N2CCOCC2)N1COCC[Si](C)(C)C)C1CCN(CC1)C(=O)OCC1=CC=CC=C1)(F)F